O1CC(CCC1)N oxane-3-amine